(1S,2S)-ethyl 2-(5-chloro-pyrazin-2-yl)-cyclopropanecarboxylate ClC=1N=CC(=NC1)[C@@H]1[C@H](C1)C(=O)OCC